1-[2-[(2-aminoethyl)amino]ethyl]-piperazine NCCNCCN1CCNCC1